2-[4-(4-Bromo-3-methylbenzoyl)piperazin-1-yl]-3H-quinazolin-4-one BrC1=C(C=C(C(=O)N2CCN(CC2)C2=NC3=CC=CC=C3C(N2)=O)C=C1)C